(S)-4-(2,2-difluoroethyl)-6-((5-oxopyrrolidin-2-yl)methoxy)pyrido[3,4-g]isoquinolin-1(2H)-one FC(CC1=CNC(C2=CC=3C=CN=C(C3C=C21)OC[C@H]2NC(CC2)=O)=O)F